n-propyl 1,1-dimethyl-2-(2,4,5-tribromothiophen-3-yl)-ethyl ether CC(CC1=C(SC(=C1Br)Br)Br)(C)OCCC